2'-(ethoxymethyl)-6-fluoro-[1,1'-biphenyl]-2-sulfanilamide C(C)OCC1=C(C=CC=C1)C=1C(=CC=CC1F)C=1C=CC=C(C1S(=O)(=O)N)N